4-isopropyl-7-methoxy-2-[[(3S)-3-methyl-1-piperidinyl]methyl]-1-(p-tolylsulfonyl)pyrrolo[2,3-c]pyridine C(C)(C)C1=C2C(=C(N=C1)OC)N(C(=C2)CN2C[C@H](CCC2)C)S(=O)(=O)C2=CC=C(C=C2)C